(3R,4R)-1-(1-((5-chloropyrimidin-2-yl)methyl)-6-cyano-1H-benzo[d]imidazol-2-yl)-4-fluoropiperidin ClC=1C=NC(=NC1)CN1C(=NC2=C1C=C(C=C2)C#N)N2CCC(CC2)F